N-[2,2-difluoro-3-[3-[3-(hydroxymethyl)phenyl]-1-tetrahydro pyran-2-yl-indazol-5-yl]oxy-propyl]carbamate FC(CNC([O-])=O)(COC=1C=C2C(=NN(C2=CC1)C1OCCCC1)C1=CC(=CC=C1)CO)F